[4-(cyclopentylamino)-5,6,7,8-tetrahydropyrido[3,2-d]pyrimidin-2-yl]-phenyl-methanone C1(CCCC1)NC=1C2=C(N=C(N1)C(=O)C1=CC=CC=C1)CCCN2